3-(4-chlorophenyl)-N-((2-(2,6-dioxopiperidin-3-yl)-1-oxoisoindolin-5-yl)methyl)-1H-pyrazol-5-carboxamide ClC1=CC=C(C=C1)C1=NNC(=C1)C(=O)NCC=1C=C2CN(C(C2=CC1)=O)C1C(NC(CC1)=O)=O